FC1=C(C=C(C=C1)N(C1=C(C(=CC(=C1)OC)N)C)C)OC N1-(4-fluoro-3-methoxyphenyl)-5-methoxy-N1,2-dimethylbenzene-1,3-diamine